2-bromo-3-(4-chloro-3-fluorophenyl)imidazo[1,2-b]pyridazine BrC=1N=C2N(N=CC=C2)C1C1=CC(=C(C=C1)Cl)F